1-(4-methylphenyl)-1H-1,2,3-triazole CC1=CC=C(C=C1)N1N=NC=C1